COCCOCCOC1=CC=C(C=N1)C1=NC(=C2C(=N1)N(N=C2)C2=CC=C(C=C2)OC)NC(=O)C=2SC(=CC2)[N+](=O)[O-] N-(6-(6-(2-(methoxyethoxy)ethoxy)pyridin-3-yl)-1-(4-methoxyphenyl)-1H-pyrazolo[3,4-d]pyrimidin-4-yl)-5-nitrothiophene-2-carboxamide